(R)-3-(1,4-dimethyl-1H-benzo[d][1,2,3]triazol-5-yl)-3-(3-(((R)-2-ethyl-7-hydroxy-2,3-dihydropyrido[2,3-f][1,4]oxazepin-4(5H)-yl)methyl)-4-methylphenyl)propanoic acid benzenesulfonate C1(=CC=CC=C1)S(=O)(=O)O.CN1N=NC2=C1C=CC(=C2C)[C@H](CC(=O)O)C2=CC(=C(C=C2)C)CN2C[C@H](OC1=C(C2)N=C(C=C1)O)CC